(E)-N-(2-(3-(hydroxyamino)-3-oxoprop-1-en-1-yl)phenyl)pyrazolo[1,5-a]pyridine-2-carboxamide ONC(/C=C/C1=C(C=CC=C1)NC(=O)C1=NN2C(C=CC=C2)=C1)=O